N1(CCOCC1)CCNC1=CC2=C(N=C(S2)NC(OC(C)(C)C)=O)C=C1 tert-butyl (6-{[2-(4-morpholinyl)ethyl]amino}benzo[d]thiazol-2-yl)carbamate